1-((6-cyclopropyl-8-(trifluoromethyl)imidazo[1,2-a]pyridin-2-yl)methyl)-N-(2-fluoro-3-methoxy-6-(1H-tetrazol-1-yl)benzyl)-1H-1,2,3-triazole-4-carboxamide C1(CC1)C=1C=C(C=2N(C1)C=C(N2)CN2N=NC(=C2)C(=O)NCC2=C(C(=CC=C2N2N=NN=C2)OC)F)C(F)(F)F